4-(4-(piperazin-1-ylmethyl)piperidin-1-yl)benzoic acid tert-butyl ester C(C)(C)(C)OC(C1=CC=C(C=C1)N1CCC(CC1)CN1CCNCC1)=O